tert-butyl (2-(([3,4'-bipyridin]-6-ylmethyl)((3R,4R)-4-methoxytetrahydro-2H-pyran-3-yl)carbamoyl)-6,8-dihydro-1H-furo[3,4-d]pyrrolo[3,2-b]pyridin-5-yl)carbamate N1=CC(=CC=C1CN(C(=O)C1=CC2=NC(=C3C(=C2N1)COC3)NC(OC(C)(C)C)=O)[C@@H]3COCC[C@H]3OC)C3=CC=NC=C3